1-(heptadecan-9-yl) 17-((2-hexylcyclopropyl)methyl) 9-(((tetrahydrofuran-3-yl)methyl)amino)heptadecanedioate O1CC(CC1)CNC(CCCCCCCC(=O)OC(CCCCCCCC)CCCCCCCC)CCCCCCCC(=O)OCC1C(C1)CCCCCC